3-(chloromethyl)-7-fluorobenzo[d]isoxazole ClCC1=NOC2=C1C=CC=C2F